4-oxocyclohexane-1-carboxylic acid O=C1CCC(CC1)C(=O)O